6-(2-(sulfobenzylidene)hydrazinyl)nicotinic acid S(=O)(=O)(O)C(C1=CC=CC=C1)=NNC1=NC=C(C(=O)O)C=C1